BrC1=CC=C(C=C1)C1=NN=CO1 5-(4-bromophenyl)-1,3,4-oxadiazole